Benzyl (2S,3R)-2-(hydroxymethyl)-3-(methoxymethoxy)azetidine-1-carboxylate OC[C@@H]1N(C[C@H]1OCOC)C(=O)OCC1=CC=CC=C1